1-(benzofuran-2-yl(1-(tert-butyl)-1H-tetrazol-5-yl)methyl)-4-(3-chloro-5-(trifluoromethyl)pyridin-2-yl)piperazine O1C(=CC2=C1C=CC=C2)C(N2CCN(CC2)C2=NC=C(C=C2Cl)C(F)(F)F)C2=NN=NN2C(C)(C)C